C(C1=CC=CC=C1)SC=1C(=CC2=C(C1)C1(CC1)CO2)OC 5-(benzylthio)-6-methoxy-2H-spiro[benzofuran-3,1'-cyclopropane]